ethylenediaminetetrakis(methylenephosphinic acid) C(CN(C=P(O)=O)C=P(O)=O)N(C=P(O)=O)C=P(O)=O